2-(2,6-Difluorophenyl)-4-(4-(((methyl-d3)disulfaneyl)methyl)phenyl)-4,5-dihydrooxazole FC1=C(C(=CC=C1)F)C=1OCC(N1)C1=CC=C(C=C1)CSSC([2H])([2H])[2H]